O1CCN(CC1)C1=NC(=NC(=N1)N1CCOCC1)C=1C=CC2=C(N(CO2)CC2=CC=C(C=C2)C(F)(F)F)C1 5-(4,6-Dimorpholino-1,3,5-triazin-2-yl)-N-(4-(trifluoromethyl)benzyl)benzo[d]oxazole